4-{[2,4-bis(trifluoroethyl)phenoxy]methyl-3-methoxyphenyl}-N,N-dimethyl-6-oxo-2H,4H,5H,6H,7H-pyrazolo[3,4-b]pyridine-5-carboxamide FC(CC1=C(OCC2=C(C=CC=C2OC)C2C=3C(NC(C2C(=O)N(C)C)=O)=NNC3)C=CC(=C1)CC(F)(F)F)(F)F